C(C1=CC=CC=C1)NC(=O)C1=NC(=CC=C1OC)NC1=CC(=CC(=C1)F)F N-benzyl-6-(3,5-difluoroanilino)-3-methoxy-pyridine-2-carboxamide